10-(3''-(benzo[d]thiazol-2-yl)-3',4',5'-tris(3-(benzo[d]thiazol-2-yl)phenyl)-[1,1':2',1''-terphenyl]-4-yl)-10H-phenoxazine S1C(=NC2=C1C=CC=C2)C=2C=C(C=CC2)C=2C(=CC(=C(C2C2=CC(=CC=C2)C=2SC1=C(N2)C=CC=C1)C1=CC(=CC=C1)C=1SC2=C(N1)C=CC=C2)C2=CC(=CC=C2)C=2SC1=C(N2)C=CC=C1)C1=CC=C(C=C1)N1C2=CC=CC=C2OC=2C=CC=CC12